FC(CCS(=O)(=O)[O-])(C(C(C(C(C(F)(F)F)(F)F)(F)F)(F)F)(F)F)F.[K+] potassium 3,3,4,4,5,5,6,6,7,7,8,8,8-tridecafluoro-1-octanesulfonate